butoxycarbonyl-4-(5-chloro-2-pyridyl)piperidine-3-carboxylic acid C(CCC)OC(=O)N1CC(C(CC1)C1=NC=C(C=C1)Cl)C(=O)O